chloro-7,8-dihydro-4H-[1,2,3]triazolo[1,5-a][1,4]diazepine-5(6H)-carboxylic acid tert-butyl ester C(C)(C)(C)OC(=O)N1CC=2N(CCC1)N=NC2Cl